NC1=CC(=C2C(N(CCCCC[C@@](C3=NN=C(C1=N2)O3)(C(F)(F)F)O)CC3=CC(=C(C=C3)F)OC)=O)C(F)(F)F (6R)-17-amino-12-[(4-fluoro-3-methoxy-phenyl)methyl]-6-hydroxy-6,15-bis(trifluoromethyl)-19-oxa-3,4,12,18-tetrazatricyclo[12.3.1.12,5]nonadeca-1(18),2,4,14,16-pentaen-13-one